FC(C(C1=CC=CC=C1)OS(=O)(=O)C(F)(F)F)(F)F trifluoromethanesulfonic acid 2,2,2-trifluoro-1-phenylethyl ester